ClC=1N(N=C2C1N=NN(C2=O)[C@H]2[C@@H]1CO[C@H]([C@H]21)C)CC2=C(C=CC=C2)F 7-chloro-6-(2-fluorobenzyl)-3-((1S,2S,5R,6S)-2-methyl-3-oxabicyclo[3.1.0]hexan-6-yl)-3,6-dihydro-4H-pyrazolo[4,3-d][1,2,3]triazin-4-one